ClC1=C(NC2=CC=CC(=N2)S(=O)(=O)NC(=O)C=2C(=NC=CC2)N2C(CC(C2)C)(C)C)C=CC=C1Cl N-[[6-(2,3-Dichloroanilino)-2-pyridyl]sulfonyl]-2-(2,2,4-trimethylpyrrolidin-1-yl)pyridin-3-carboxamid